FC1=C(C=C(C=C1)F)[C@]1([C@@H](C)O)CO1 (2R,3R)-3-(2,5-difluorophenyl)-3,4-epoxy-2-butanol